benzalmalonate C(C1=CC=CC=C1)=C(C(=O)[O-])C(=O)[O-]